CN1CCC(CC1)C=1C=CC(=NC1)CN(C(=O)[C@@H]1N(CC1)C(=O)OC(C)(C)C)C1=CC=CC=C1 tert-butyl (R)-2-(((5-(1-methylpiperidin-4-yl)pyridin-2-yl)methyl)(phenyl)carbamoyl)azetidine-1-carboxylate